C(C)(=O)NC1=NC(=CC(=N1)C(=O)NCCOC1=NC=C(C=C1Cl)C(F)(F)F)C 2-acetamido-N-(2-((3-chloro-5-(trifluoromethyl)pyridin-2-yl)oxy)ethyl)-6-methylpyrimidine-4-carboxamide